COC(=O)C1CN(CCO1)C=1N=NC(=CC1C(=O)OC(C)(C)C)C1=C(C=CC(=C1)Cl)F.C1(=CC=CC=C1)[B-](C1=CC=CC=C1)(C1=CC=CC=C1)C1=CC=CC=C1.C[PH+](C)C trimethylphosphonium tetrakis(phenyl)borate methyl-4-{4-[(tert-butoxy)carbonyl]-6-(5-chloro-2-fluorophenyl)pyridazin-3-yl}morpholine-2-carboxylate